3-(4-(4-(5-(4-(4-chloro-7,7-dimethyl-5-oxo-5,7-dihydroindolo[1,2-a]quinazolin-10-yl)piperidin-1-yl)pyrazin-2-yl)piperazin-1-yl)-2,6-difluorophenyl)piperidine-2,6-dione ClC=1C=2C(N=C3N(C2C=CC1)C1=CC(=CC=C1C3(C)C)C3CCN(CC3)C=3N=CC(=NC3)N3CCN(CC3)C3=CC(=C(C(=C3)F)C3C(NC(CC3)=O)=O)F)=O